COCC(C)N1N=C(C(=C1)[N+](=O)[O-])[N+](=O)[O-] 1-(1-methoxypropan-2-yl)-3,4-dinitro-1H-pyrazole